C(CC)C1=C(C=CC(=C1)C1=CC=CC=C1)O 2-propyl-4-phenylphenol